CC1C2C3C4C=CC(C3C(C1C)C2)C4 9,10-dimethyl-tetracyclo[6.2.1.13,6.02,7]-4-dodecene